9-[(2R,3S,4R,5R)-4-[(tert-butyldimethylsilyl)oxy]-5-ethynyl-3-fluoro-5-(hydroxymethyl)oxolan-2-yl]-2-{[(4-methoxyphenyl)diphenylmethyl]amino}-1H-purin-6-one [Si](C)(C)(C(C)(C)C)O[C@H]1[C@@H]([C@@H](O[C@@]1(CO)C#C)N1C=2N=C(NC(C2N=C1)=O)NC(C1=CC=CC=C1)(C1=CC=CC=C1)C1=CC=C(C=C1)OC)F